(R)-N-(1-(3-(difluoromethyl)-2-fluorophenyl)ethyl)-7-methyl-4-(3-oxopiperazin-1-yl)-7H-pyrrolo[2,3-d]pyrimidine-6-carboxamide FC(C=1C(=C(C=CC1)[C@@H](C)NC(=O)C1=CC2=C(N=CN=C2N2CC(NCC2)=O)N1C)F)F